C(C1=CC=CC=C1)C1=C(C=CC2=CC=CC=C12)S(=O)(=O)N benzyl-2-naphthalenesulfonamide